N1(N=CN=C1)C=1OC2=C(C(C1)=O)C=CC=1NC(=NC12)C(F)(F)F 8-(1H-1,2,4-triazol-1-yl)-2-(trifluoromethyl)chromeno[7,8-d]imidazol-6(3H)-one